[2,4-dichloro-5-[4-(difluoromethyl)-4,5-dihydro-3-methyl-5-oxo-1H-1,2,4-triazol-1-yl]phenyl]methanesulfonamide ClC1=C(C=C(C(=C1)Cl)N1N=C(N(C1=O)C(F)F)C)CS(=O)(=O)N